5-chloro-N-methyl-3-(3-(trifluoromethyl)benzyl)-2H-pyrazolo[4,3-d]pyrimidin-7-amine ClC=1N=C(C=2C(N1)=C(NN2)CC2=CC(=CC=C2)C(F)(F)F)NC